C(CCC)N1CSCC1 3-butyl-thiazolidine